benzyl-4-hydroxyphenyl-methyl-sulfonium trifluoromethanesulfonate FC(S(=O)(=O)[O-])(F)F.C(C1=CC=CC=C1)[S+](C)C1=CC=C(C=C1)O